1,1-Dimethoxyethane COC(C)OC